(5R)-5-Methyl-2-(6-propan-2-ylpyridin-3-yl)-N-[(3S)-9-fluoro-2-oxo-5-phenyl-1,3-dihydro-1,4-benzodiazepin-3-yl]-6,7-dihydro-5H-pyrazolo[5,1-b][1,3]oxazine-3-carboxamide C[C@@H]1CCN2C(O1)=C(C(=N2)C=2C=NC(=CC2)C(C)C)C(=O)N[C@@H]2C(NC1=C(C(=N2)C2=CC=CC=C2)C=CC=C1F)=O